C[C@@H]1O[C@H](CN(C1)C1=C2C=CC(=NC2=CC(=C1)S(NC1(CC1)C)(=O)=O)NC(=O)C12CC2C1)C N-(5-((2S,6S)-2,6-dimethylmorpholino)-7-(N-(1-methylcyclopropyl)sulfamoyl)quinolin-2-yl)bicyclo[1.1.0]butane-1-carboxamide